C(C)(C)OP(OC(C)C)(=O)C=C.C(C=C)(=O)OCCCC1(C2=CC=CC=C2C=2C=CC=CC12)CCCOC(C=C)=O 9,9-bis(3-acryloyloxypropyl)fluorene di-isopropyl-vinylphosphonate